(3-(dimethylamino)propyl)dimethylindium CN(CCC[In](C)C)C